(4-bromopyridin-2-yl)cyclopropanecarboxamide BrC1=CC(=NC=C1)C1(CC1)C(=O)N